BrC1=C(C(C(=O)OC)=CC=C1O)C(=O)OC Dimethyl 3-bromo-4-hydroxyphthalate